OCCCN1C2=CC=CC=3C=C(N(CC1)C32)C3=NC2=C(N3OC)C(=CC(=C2)C(=O)[O-])OC 2-[9-(3-hydroxypropyl)-1,9-diazatricyclo[6.3.1.04,12]dodeca-2,4(12),5,7-tetraen-2-yl]-1,7-dimethoxy-benzimidazole-5-carboxylate